C(C)(C)(C)OC(=O)N1CCN(CC1)C1=NN(C2=NC=CC(=C21)C=C)C2=CC=C(C=C2)OC(F)(F)F 4-(1-(4-(trifluoromethoxy)phenyl)-4-vinyl-1H-pyrazolo[3,4-b]pyridin-3-yl)piperazine-1-carboxylic acid tert-butyl ester